ClC1=CC=C(C2=C1C=C(O2)F)COC2=CC=CC(=N2)C2=CCC(CC2)CC2=NC1=C(N2CC2(CC2)CC#N)C=C(C=C1)C(=O)O 2-((4-(6-((4-chloro-2-fluorobenzofuran-7-yl)methoxy)pyridin-2-yl)cyclohex-3-en-1-yl)methyl)-1-((1-(cyanomethyl)cyclopropyl)methyl)-1H-benzo[d]imidazole-6-carboxylic acid